1-amino-1-(4-hydroxyphenyl)propane NC(CC)C1=CC=C(C=C1)O